(R)-1-(benzyloxy)tetradecan-7-yn-3-ol Methyl-3-(nitrooxy)-2-(6-((nitrooxy)methyl)-1,3,5,7-tetraoxo-3,5,6,7-tetrahydropyrrolo[3,4-f]isoindol-2(1H)-yl)propanoate CC(C(=O)O[C@@H](CCOCC1=CC=CC=C1)CCCC#CCCCCCC)(CO[N+](=O)[O-])N1C(C2=CC=3C(N(C(C3C=C2C1=O)=O)CO[N+](=O)[O-])=O)=O